CC1N(CCCC1)[SiH2]CC[SiH3] 1-(2-methylpiperidino)-1,4-disilabutane